C(=O)C1=CC(=C(C(=O)NC)C=C1)O 4-FORMYL-2-HYDROXY-N-METHYLBENZAMIDE